((3-cyano-1,2,3,5,6,7-hexahydro-s-indacen-4-yl)carbamoyl)-6,7-dihydro-5H-pyrazolo[5,1-b][1,3]oxazine-3-sulfonimidamide C(#N)C1CCC2=CC=3CCCC3C(=C12)NC(=O)C1=NN2C(OCCC2)=C1S(=O)(N)=N